C(C)NC=1C=C(C=C2[C@@](C(NC12)=O)(C)N1CC(C(CC1)C1=CC=CC=C1)C(=O)N)F 1-[(3R)-7-(ethylamino)-5-fluoro-3-methyl-2-oxo-indolin-3-yl]-4-phenyl-piperidine-3-carboxamide